OC=1C=C(C=CC1)C1(CCNCC1)O 4-(3-hydroxyphenyl)piperidin-4-ol